6-(4-methyl-4H-1,2,4-triazol-3-yl)-N-(trans-4-morpholinocyclohexyl)-9H-pyrimido[4,5-b]indol-4-amine CN1C(=NN=C1)C=1C=C2C3=C(NC2=CC1)N=CN=C3N[C@@H]3CC[C@H](CC3)N3CCOCC3